(S)-2-(4,5-dimethyl-2-oxopyridin-1(2H)-yl)-4-methylpentanoic acid CC1=CC(N(C=C1C)[C@H](C(=O)O)CC(C)C)=O